R-p-methoxybenzamide COC1=CC=C(C(=O)N)C=C1